(+-)-4-[3-[2-(aminomethyl)phenyl]-1,4-oxazepan-4-yl]-6-methyl-pyrimidin-2-amine NCC1=C(C=CC=C1)[C@@H]1COCCCN1C1=NC(=NC(=C1)C)N |r|